C(C)(C)(C)OC(CC1=CC=C(C=C1)OC(CCCCCCC\C=C/CCCCCCCC)=O)=O 4-oleoyloxyphenylacetic acid tert-butyl ester